N-(5-(5-chloro-2-methoxyphenyl)-1-(2-cyclohexylethyl)-1H-pyrazol-4-yl)pyrazolo[1,5-a]pyrimidine-3-carboxamide ClC=1C=CC(=C(C1)C1=C(C=NN1CCC1CCCCC1)NC(=O)C=1C=NN2C1N=CC=C2)OC